CC1=NC(=NC(=C1)C)CN[C@H]1C[C@H](N(CC1)C(=O)N1CC2(CCCC2)[C@@H](CC1)CN1C=NC(=CC1=O)C1=CC=CC=C1)C1=CC=CC=C1 3-(((R)-7-((2S,4R)-4-(((4,6-Dimethylpyrimidin-2-yl)methyl)amino)-2-phenylpiperidine-1-carbonyl)-7-azaspiro[4.5]decan-10-yl)methyl)-6-phenylpyrimidin-4(3H)-one